propynethiol C(#CC)S